Cl.ClCC=1N=C(SC1)N 4-(chloromethyl)thiazol-2-amine hydrochloride